(3R,5S)-N-{6,7-dimethoxy-1H,2H,3H-cyclopenta[b]quinolin-9-yl}-5-fluoropiperidin-3-amine COC=1C(=CC=2C(=C3C(=NC2C1)CCC3)N[C@H]3CNC[C@H](C3)F)OC